[5-[[(1S)-1-[(2S,4R)-4-hydroxy-2-[[(1S)-1-[4-(4-methylthiazol-5-yl)phenyl]ethyl]carbamoyl]pyrrolidine-1-carbonyl]-2,2-dimethyl-propyl]carbamoyl]pyrazin-2-yl]piperazine-1-carboxylate O[C@@H]1C[C@H](N(C1)C(=O)[C@H](C(C)(C)C)NC(=O)C=1N=CC(=NC1)OC(=O)N1CCNCC1)C(N[C@@H](C)C1=CC=C(C=C1)C1=C(N=CS1)C)=O